1-(3-chlorophenyl)-5-methyl-7-oxo-6-(1,2,3,4-tetrahydroisoquinolin-7-yl)pyrazolo[4,3-d]pyrimidine-3-carbonitrile dihydrochloride Cl.Cl.ClC=1C=C(C=CC1)N1N=C(C=2N=C(N(C(C21)=O)C2=CC=C1CCNCC1=C2)C)C#N